FC1=CC(=C(C=C1C1=NC(=NC=C1)N1CCOCC1)NC(=O)C1=CNC(C=C1C(F)(F)F)=O)N1C[C@H](N([C@H](C1)C)C)C |r| N-[4-fluoro-5-(2-morpholin-4-ylpyrimidin-4-yl)-2-[rac-(3R,5S)-3,4,5-trimethylpiperazin-1-yl]phenyl]-6-oxo-4-(trifluoromethyl)-1H-pyridine-3-carboxamide